(S)-N-(8,9-Difluoro-6-oxo-1,4,5,6-tetrahydro-2H-pyrano[3,4-c]isoquinolin-1-yl)-4-ethyl-6-fluoro-N-methyl-1H-indole-2-carboxamide FC=1C(=CC=2C3=C(NC(C2C1)=O)COC[C@H]3N(C(=O)C=3NC1=CC(=CC(=C1C3)CC)F)C)F